tert-butyl ((S)-1-(((S)-1-(3-([1,1'-biphenyl]-4-ylmethyl)-1,2,4-oxadiazol-5-yl)-2-(1H-imidazol-4-yl)ethyl)amino)-3-(4-hydroxy-2,6-dimethylphenyl)-1-oxopropan-2-yl)carbamate C1(=CC=C(C=C1)CC1=NOC(=N1)[C@H](CC=1N=CNC1)NC([C@H](CC1=C(C=C(C=C1C)O)C)NC(OC(C)(C)C)=O)=O)C1=CC=CC=C1